C1(CC1)[C@H](C)N1C(C=2C(=NC(=CC2C1)C1=C(N=C(S1)NC(C)=O)C)CN1CCOCC1)=O (S)-N-(5-(2-(1-cyclopropylethyl)-4-(morpholinylmethyl)-3-oxo-2,3-dihydro-1H-pyrrolo[3,4-c]pyridin-6-yl)-4-methylthiazol-2-yl)acetamide